N1C=C(C2=CC=CC=C12)CN1CCC(CC1)C(=O)OCC ethyl 1-(1H-indol-3-ylmethyl)piperidine-4-carboxylate